FC=1C=C2C(NN=C(C2=CC1)[C@H](C)N(C(=O)NC1=CC=C(C=C1)F)CC(C)C)=O (S)-1-(1-(6-fluoro-4-oxo-3,4-dihydrophthalazin-1-yl)ethyl)-3-(4-fluorophenyl)-1-isobutylurea